2-ethyl-hexylglycerol C(C)C(CC(O)C(O)CO)CCCC